NC1=C(C2=CC=CC=C2C=C1)CC1=C(C=CC2=CC=CC=C12)N ((2-Aminonaphthalen-1-yl)methyl)naphthalen-2-amine